Trimethyl-{2-[(4-nitrophenoxy)methoxy]ethyl}silane C[Si](CCOCOC1=CC=C(C=C1)[N+](=O)[O-])(C)C